CC1=CC2=C(C=C1C)N(C(=N2)N)CCCCC(=O)O The molecule is a 2-aminobenzimidazole having methyl substituents at the 5- and 6-positions and a 5-carboxypentyl group at the 1-position. It has a role as an epitope. It is a dimethylbenzimidazole and a monocarboxylic acid.